6,6-dimethyl-3-azabicyclo(3.1.0)hexane CC1(C2CNCC12)C